C(C=C)(=O)OC(CC)S(=O)(=O)O acryloxy-1-propanesulfonic acid